benzyldimethylstearylammonium chloride methyl-2-methyl-2-(2-(methyl(2-oxo-4-(o-tolyl)-2H-pyrano[2,3-b]pyridin-7-yl)amino)acetamido)propanoate COC(C(C)(NC(CN(C1=CC=C2C(=N1)OC(C=C2C2=C(C=CC=C2)C)=O)C)=O)C)=O.[Cl-].C(C2=CC=CC=C2)[N+](CCCCCCCCCCCCCCCCCC)(C)C